4-(trifluoromethyl)mandelic acid FC(C1=CC=C(C(C(=O)O)O)C=C1)(F)F